OC=1C(=NC=C(C1)C1=C(C(=NO1)C1=CC=CC=C1)C(C)(C)C)C(=O)NCC(=O)O 3-Hydroxy-5-(4-tert-butyl-3-phenylisoxazol-5-yl)picolinoyl-glycine